2-cyclopentyl-4-nitro-1H-benz[d]imidazole C1(CCCC1)C1=NC2=C(N1)C=CC=C2[N+](=O)[O-]